C(#N)C[C@@H](C)OC1=C2N=CN(C2=NC(=N1)NC(C(C)C)=O)[C@H]1CN(C[C@H](O1)CO)C(C1=CC=CC=C1)(C1=CC=CC=C1)C1=CC=CC=C1 N-(6-(((R)-1-cyanopropan-2-yl)oxy)-9-((2R,6S)-6-(hydroxymethyl)-4-tritylmorpholin-2-yl)-9H-purin-2-yl)isobutyramide